2-((1-(5-(4,4-difluoropiperidin-1-yl)-9-methyl-2-(trifluoromethyl)imidazo[1,2-c]quinazolin-7-yl)ethyl)amino)-N-methylbenzamide FC1(CCN(CC1)C1=NC=2C(=CC(=CC2C=2N1C=C(N2)C(F)(F)F)C)C(C)NC2=C(C(=O)NC)C=CC=C2)F